5-(3-methyl-1-((4-methyl-6-(piperazin-1-yl)pyridin-3-yl)methyl)-4,6-dihydropyrrolo[3,4-c]pyrazol-5(1H)-yl)quinoline-8-carbonitrile CC=1C2=C(N(N1)CC=1C=NC(=CC1C)N1CCNCC1)CN(C2)C2=C1C=CC=NC1=C(C=C2)C#N